6-(3-Isopropyl-5-((1-methylazetidin-3-yl)methoxy)-1H-indol-2-yl)-8-methyl-[1,2,4]triazolo[1,5-a]pyridin C(C)(C)C1=C(NC2=CC=C(C=C12)OCC1CN(C1)C)C=1C=C(C=2N(C1)N=CN2)C